(E)-4-((3-bromophenyl)amino)but-2-en-1-ol BrC=1C=C(C=CC1)NC/C=C/CO